FC(C1=NC=CC(=C1)O[C@@H]1CC[C@H](CC1)[C@H](C(=O)O)C)(F)F |&1:15| (+/-)-2-(trans-4-((2-(trifluoromethyl)pyridin-4-yl)oxy)cyclohexyl)propanoic acid